N1(N=CC=C1)CC1=CC2=C(C(=NO2)NS(=O)(=O)C=2C(=CC=C3C(CCOC23)O[Si](C)(C)C(C)(C)C)OC)C(=C1)Cl N-(6-((1H-pyrazol-1-yl)methyl)-4-chlorobenzo[d]isoxazol-3-yl)-4-((tert-butyldimethylsilyl)oxy)-7-methoxychroman-8-sulfonamide